C(CCCCC)C(C(=O)OCCCCCC(CCCCCOC(CN(C)C(C(CCCCCCCC)CCCCCC)=O)=O)OC(CCCN(C)C)=O)CCCCCCCC 6-((4-(Dimethylamino)butanoyl)oxy)-11-((N-(2-hexyldecanoyl)-N-methylglycyl)oxy)-undecyl 2-hexyldecanoate